FC1=CC=C(C=C1)NC=1N(C2=NC(=NC=C2N1)N)C1=CC=CC=C1 N8-(4-fluorophenyl)-9-phenyl-9H-purine-2,8-diamine